NC1=CC=NN1C1=NN=C(S1)NC(=O)C1=CC(=C(C(O1)=O)OCCO)C1=C(C=CC=C1OC)Cl N-(5-(5-amino-1H-pyrazol-1-yl)-1,3,4-thiadiazol-2-yl)-4-(2-chloro-6-methoxyphenyl)-3-(2-hydroxyethoxy)-2-oxo-2H-pyran-6-carboxamide